C(N)(OCCOCCO)=O (2-(2-hydroxyethoxy) ethyl) carbamate